ClC=1C(N(C(=CC1OCC1=C(C=C(C=C1)F)F)C)CC=1C=C2CCN(C2=CC1)OCC(C)(C)O)=O 3-chloro-4-[(2,4-difluorobenzyl)oxy]-1-{[1-(2-hydroxy-2-methylpropyloxy)-2,3-dihydro-1H-indol-5-yl]methyl}-6-methylpyridin-2(1H)-one